FC=1C=C(C=CC1)N1N=C(C=C(C1=O)C(=O)O)C=1C=NC(=CC1)C(F)(F)F 2-(3-Fluorophenyl)-3-oxo-6-[6-(trifluoromethyl)-3-pyridyl]pyridazine-4-carboxylic acid